FC(C=1C(=C(C=CC1)[C@@H](C)NC=1C2=C(N=C(N1)C)N(C(C(=C2)C(=O)N2CCOCC2)=O)C)F)F 4-{[(1R)-1-[3-(difluoromethyl)-2-fluorophenyl]ethyl]amino}-2,8-dimethyl-6-(morpholine-4-carbonyl)-7H,8H-pyrido[2,3-d]pyrimidin-7-one